NCC=1C=C(C=CC1)C1CCN(CC1)C(=O)C=1C=C(/C=C/B(O)O)C=CC1 (E)-3-(4-(3-(aminomethyl)phenyl)piperidine-1-carbonyl)styrylboronic acid